2-(1,3,4,5-Tetrahydro-2-benzoxepin-5-yl)acetic acid C1OCCC(C2=C1C=CC=C2)CC(=O)O